4-(1-((S)-1-((2,2-difluoro-[1,3]dioxolo[4',5':4,5]benzo[1,2-d]thiazol-6-yl)amino)-1-oxopropan-2-yl)-4,4-difluoropiperidin-3-yl)-2-((methylamino)methyl)pyridine 1-oxide FC1(OC=2C(=CC3=C(N=C(S3)NC([C@H](C)N3CC(C(CC3)(F)F)C3=CC(=[N+](C=C3)[O-])CNC)=O)C2)O1)F